COC1=NC=C(C=C1C(=O)N)NC(C(=O)N1[C@H](CC[C@@H](C1)C)C1=NN(C=C1)C1=NNC=C1)=O 2-methoxy-5-[[2-[(2R,5S)-5-methyl-2-[1-(1H-pyrazol-3-yl)pyrazol-3-yl]-1-piperidyl]-2-oxo-acetyl]amino]pyridine-3-carboxamide